(S)-2-amino-N-(4-(2-(((tert-butyldimethylsilyl)oxy)methyl)-1H-imidazol-1-yl)phenyl)-5-ureidopentanamide N[C@H](C(=O)NC1=CC=C(C=C1)N1C(=NC=C1)CO[Si](C)(C)C(C)(C)C)CCCNC(=O)N